O1C2=C(NCC1)N=CC=C2C(=O)[O-] 3,4-dihydro-2H-pyrido[3,2-b][1,4]oxazine-8-carboxylate